rac-(R)-3-((S)-1-oxo-1,3,5,5a,6,7,8,9-octahydro-2H-pyrazino[1',2':4,5][1,4]oxazino[2,3-e]isoindol-2-yl)piperidine-2,6-dione hydrochloride Cl.O=C1N(CC2=C3C(=CC=C12)N1[C@H](CO3)CNCC1)[C@H]1C(NC(CC1)=O)=O |&1:19|